ClC1=CC=C(C(CC(CCCCCCC(=O)O)N)=C1)O 8-(5-chlorosalicyl)-8-aminooctanoic acid